trans-4-amino-N-(5-chlorobenzo[d]oxazol-2-yl)cyclohexanecarboxamide 2,2,2-trifluoroacetate FC(C(=O)O)(F)F.N[C@@H]1CC[C@H](CC1)C(=O)NC=1OC2=C(N1)C=C(C=C2)Cl